C(C)OCCOCCCCCNNC(=O)C1=CC=C(CNC(C2=CC=CC=C2)=O)C=C1 N-(4-(2-(5-(2-ethoxyethoxy)pentyl)hydrazine-1-carbonyl)benzyl)benzamide